methyl 4-(N-(8'-(azetidin-1-yl)-4'H-spiro[cyclopropane-1,5'-naphtho[2,1-d]isoxazol]-3'-yl)sulfamoyl)-3,5-dimethoxybenzoate N1(CCC1)C1=CC=C2C3(CC=4C(=NOC4C2=C1)NS(=O)(=O)C1=C(C=C(C(=O)OC)C=C1OC)OC)CC3